N1(CCNCCC1)C(=O)C1=CN(C=C1)C=1C=CC=2N=CN=C(C2N1)NC1=C(C=C(C=C1)F)OC(C)C (1,4-diazepan-1-yl)(1-(4-((4-fluoro-2-isopropoxyphenyl)amino)pyrido[3,2-d]pyrimidin-6-yl)-1H-pyrrol-3-yl)methanone